FC(C(CC(=O)OCC)=O)F ethyl 4,4-difluoro-3-oxo-butyrate